CC=1C=C2CN(C(C2=CC1C)=O)C1C(NC(CC1)=O)=O 3-(5,6-dimethyl-1-oxoisoindolin-2-yl)piperidine-2,6-dione